N-((R)-1-(((S)-4-(ethylamino)-3,4-dioxo-1-((S)-2-oxopyrrolidin-3-yl)butan-2-yl)amino)-4-methyl-1-oxopentan-2-yl)-9-hydroxy-9H-fluorene-9-carboxamide C(C)NC(C([C@H](C[C@H]1C(NCC1)=O)NC([C@@H](CC(C)C)NC(=O)C1(C2=CC=CC=C2C=2C=CC=CC12)O)=O)=O)=O